3-[5-[2-(2-aminoethoxy)ethyl]-3-methyl-2-oxo-benzimidazol-1-yl]piperidine-2,6-dione NCCOCCC1=CC2=C(N(C(N2C)=O)C2C(NC(CC2)=O)=O)C=C1